FC1NC(C=2C(=NC(=CC21)N(C2CN(CCC2)C#CC)C)C=2C=NN(C2)C)=O fluoro-6-(methyl-(1-propynylpiperidin-3-yl)amino)-4-(1-methyl-1H-pyrazol-4-yl)-1H-pyrrolo[3,4-c]pyridin-3(2H)-one